BrC=1N=C2SC3=C(N2C1)C=C(C(=C3)C(=O)O)OC 2-bromo-6-methoxybenzo[d]imidazo[2,1-B]thiazole-7-carboxylic acid